OC1=C(CNC2=C3N=CN(C3=NC=N2)[C@H]2[C@@H](O)[C@H](O)[C@H](O2)CO)C=C(C=C1)F 6-(2-hydroxy-5-fluorobenzylamino)-9-β-D-arabinofuranosylpurine